FC(C(C(F)(F)F)(C)OC[C@@H]1CC[C@@]2(CCCN12)COC(C1=CC=CC=C1)(C1=CC=CC=C1)C1=CC=CC=C1)(F)F (3S,7aS)-3-(((1,1,1,3,3,3-hexafluoro-2-methylpropan-2-yl)oxy)methyl)-7a-((trityloxy)methyl)hexahydro-1H-pyrrolizine